5-(7-((3-ethyl-2,4-dioxo-1,2,3,4-tetrahydroquinazolin-7-yl)methyl)-4,7-diazaspiro[2.5]octan-4-yl)-N-methylpicolinamide C(C)N1C(NC2=CC(=CC=C2C1=O)CN1CCN(C2(CC2)C1)C=1C=CC(=NC1)C(=O)NC)=O